C(=O)O.CN(C)CC1CCN(CC1)C1=NC=C(C(=N1)OCC)C(=O)NC=1C=C(C=2N(C1)C=C(N2)C)F 2-(4-((dimethylamino)methyl)piperidin-1-yl)-4-ethoxy-N-(8-fluoro-2-methylimidazo[1,2-a]pyridin-6-yl)pyrimidine-5-carboxamide formate salt